ONC(=O)C=1C=2CN(CC2C=CC1)C1=NC2=C(N1CCOC)C=CC=C2 N-hydroxy-2-(1-(2-methoxyethyl)-1H-benzo[d]imidazol-2-yl)isoindoline-4-carboxamide